8-chloroimidazo[1,5-a]pyrazine ClC=1C=2N(C=CN1)C=NC2